triisopropoxyphenyltitanium (iv) C(C)(C)O[Ti](C1=CC=CC=C1)(OC(C)C)OC(C)C